N-[3-[2-(4-fluoroanilino)-1-methyl-2-oxo-ethyl]-1-bicyclo[1.1.1]pentanyl]isoquinolin-2-ium-3-carboxamide FC1=CC=C(NC(C(C)C23CC(C2)(C3)NC(=O)C=3[NH+]=CC2=CC=CC=C2C3)=O)C=C1